1-(4-(4-((3-methyl-4-((1-methyl-1H-benzo[d][1,2,3]triazol-5-yl)oxy)phenyl)amino)pyrido[3,2-d]pyrimidin-6-yl)piperazin-1-yl)prop-2-en-1-one CC=1C=C(C=CC1OC1=CC2=C(N(N=N2)C)C=C1)NC=1C2=C(N=CN1)C=CC(=N2)N2CCN(CC2)C(C=C)=O